tri(2-aminobutoxy)methyl-silane Bis(2-methoxyethyl)phthalat COCCOC(C=1C(C(=O)OCCOC)=CC=CC1)=O.NC(COC(OCC(CC)N)(OCC(CC)N)[SiH3])CC